COC(=O)[C@@H]1NCCN(C1)CCCOCC1=CC=CC=C1 (R)-4-(3-benzyloxy-propyl)-piperazine-2-carboxylic acid methyl ester